OC=1C(=CC2=CC(=CC=C2C1)S(=O)(=O)O)S(=O)(=O)O 3-Hydroxy-2,7-naphthalenedisulfonic acid